(2R,3R,4S)-2-(2-(but-1-yn-1-yl)-6-((3-fluorobenzyl)amino)-9H-purin-9-yl)tetrahydrothiophene-3,4-diol C(#CCC)C1=NC(=C2N=CN(C2=N1)[C@@H]1SC[C@H]([C@H]1O)O)NCC1=CC(=CC=C1)F